FC(C(C(C(F)(F)F)(F)F)(F)F)(S(=O)(=O)N=[N+]=[N-])F 1,1,2,2,3,3,4,4,4-nonafluoro-1-butanesulfonyl azide